S(N)(=O)(=O)C1=CC=C(C=C1)N1N=C2C(=CC(=CC2=C1)F)C(=O)N 2-[4-(sulfamoyl)phenyl]-5-fluoro-2H-indazole-7-carboxamide